COC(=O)C=1N(C2=NC(=NC(=C2N1)N)OCCCC)C1OCCCC1 6-amino-2-butoxy-9-(tetrahydro-2H-pyran-2-yl)-9H-purine-8-carboxylic acid methyl ester